5-(4-(hydroxymethyl)-1-methyl-1H-pyrazol-5-yl)pyridin OCC=1C=NN(C1C=1C=CC=NC1)C